N-[(5-methoxy-3-pyridyl)methyl]-4-(1,7-diaza-7-spiro[4.4]nonyl)-5-(3,5-difluorophenyl)nicotinamide COC=1C=C(C=NC1)CNC(C1=CN=CC(=C1N1CC2(CCCN2)CC1)C1=CC(=CC(=C1)F)F)=O